C(C)N(C1CCN(CC1)C(=O)OC(C)(C)C)C1COC1 tert-Butyl 4-[ethyl(oxetan-3-yl)amino]piperidine-1-carboxylate